C(C)(C)(C)OC(=O)N1C(C[C@H](C1)C1=CC(=CC(=C1)F)F)C(O)C#N (4S)-2-(cyano(hydroxy)methyl)-4-(3,5-difluorophenyl)pyrrolidine-1-carboxylic acid tert-butyl ester